ClC=1C=2N(C=C(C1)C1(C=C(C1)CC#N)C1=NN=CN1C)C=CN2 2-(3-(8-chloroimidazo[1,2-a]pyridin-6-yl)-3-(4-methyl-4H-1,2,4-triazol-3-yl)cyclobutenyl)acetonitrile